hexaethylene glycol methyl ether methacrylate C(C(=C)C)(=O)OCCOCCOCCOCCOCCOCCOC